cis-pinanol C12(C(CCC(C1(C)C)C2)C)O